6-nitroindole [N+](=O)([O-])C1=CC=C2C=CNC2=C1